bicyclo[2.2.1]heptane-2-amine C12C(CC(CC1)C2)N